5-(3-fluoro-4-methoxybenzyl)pyridine FC=1C=C(CC=2C=CC=NC2)C=CC1OC